ClC1=CC=C(C(=O)C2=C(C(=O)O)C=C(C=C2F)C(C2=NC=CC=C2)O)C=C1 2-(4-chlorobenzoyl)-3-fluoro-5-(hydroxy(pyridin-2-yl)methyl)benzoic acid